BrC=1N=C(SC1Br)C1=CC=CC=C1 4,5-dibromo-2-phenylthiazole